(Z)-3-acetylamino-4-(2,4,5-trifluorophenyl)-2-butenoic acid methyl ester COC(\C=C(\CC1=C(C=C(C(=C1)F)F)F)/NC(C)=O)=O